C(C)(C)(C)OC(=O)N1CC2(C1)CCN(CC2)C2=CC=C(C=C2)[C@H]2[C@H](CCC1=CC(=CC=C21)O)C2=C(C=CC=C2)F 7-(4-(cis-2-(2-fluorophenyl)-6-hydroxy-1,2,3,4-tetrahydronaphthalen-1-yl)phenyl)-2,7-diazaspiro[3.5]nonane-2-carboxylic acid tert-butyl ester